C(C)[C@@H]1N(C[C@H](N(C1)C(C)C1=NC2=C(N1CC)C=CC=C2)CC)C=2C=1C(N(C(C2)=O)C)=CN(N1)CC#N 2-(7-((2s,5r)-2,5-diethyl-4-(1-(1-ethyl-1H-benzo[d]imidazol-2-yl)ethyl)piperazin-1-yl)-4-methyl-5-oxo-4,5-dihydro-2H-pyrazolo[4,3-b]pyridin-2-yl)acetonitrile